NC=1C=C(C=C(C1)C(F)(F)F)[C@@H](C)NC=1C2=C(N=C(N1)C)C=NC(=C2)N2CCN(CC2)C(C)=O 1-{4-[4-({(1R)-1-[3-amino-5-(trifluoromethyl)phenyl]ethyl}amino)-2-methylpyrido[3,4-d]pyrimidin-6-yl]piperazin-1-yl}ethan-1-one